OC1=CC=C(OCC(C#N)(C)C)C=C1 3-(4-Hydroxyphenoxy)-2,2-dimethylpropionitrile